rac-tert-butyl (3R,4R)-4-(6-((4-chloro-2-fluorobenzyl)oxy)pyridin-2-yl)-3-fluoropiperidine-1-carboxylate ClC1=CC(=C(COC2=CC=CC(=N2)[C@@H]2[C@H](CN(CC2)C(=O)OC(C)(C)C)F)C=C1)F |r|